OC(=O)C(F)(F)F.N1CCC(CC1)C1=CC=C(C=C1)CN1C(NC(CC1)=O)=O 1-[[4-(4-piperidinyl)phenyl]methyl]hexahydropyrimidine-2,4-dione TFA salt